(E)-3-[1-(2,6-difluoro-4-nitro-phenyl)-4-piperidinyl]2-propenoic acid ethyl ester C(C)OC(\C=C\C1CCN(CC1)C1=C(C=C(C=C1F)[N+](=O)[O-])F)=O